methyl (4S)-2-(2-(chloromethyl)allyl)-4-methoxypyrrolidine-2-carboxylate ClCC(CC1(NC[C@H](C1)OC)C(=O)OC)=C